1,1-bis(4-fluorophenyl)propan-2-ol FC1=CC=C(C=C1)C(C(C)O)C1=CC=C(C=C1)F